C(C1=CC=CC=C1)OC([C@H](C(C)C)NC(=O)OC(C)(C)C)=O (2S)-2-(tert-Butoxycarbonylamino)-3-methyl-butanoic acid benzyl ester